FC(C(=O)[O-])(F)F.FC1=CC=C(C(=O)N[C@@H](C)C2=[NH+]C=3CCCN(C3C=C2)C=2NC(C=CC2)=O)C=C1 (S)-2-(1-(4-fluorobenzamido)ethyl)-5-(6-oxo-1,6-dihydropyridin-2-yl)-5,6,7,8-tetrahydro-1,5-naphthyridin-1-ium 2,2,2-trifluoroacetate